5-oxo-4,5-dihydro-1,2,4-oxadiazole-3-carboxylic acid ethyl ester C(C)OC(=O)C1=NOC(N1)=O